P(=O)([O-])([O-])O.[NH4+].C(C=C)[N+](CC)(C)CC=C Diallyl-Methylethyl-Ammonium Monoammonium Phosphate